C(#N)CC(=O)OC1CC=2N(C3=C(C1)C=CC=C3)C=NN2 5,6-dihydro-4H-[1,2,4]triazolo[4,3-a][1]benzazepin-5-yl cyanoacetate